Tributyl-hexadecyl chloride C(CCC)C(CCCCCCCCCCCCCCCCl)(CCCC)CCCC